2-(5-(3-(4-([1,1'-biphenyl]-4-carbonyl)-2-propylphenoxy)propoxy)-1H-indazol-1-yl)acetic acid C1(=CC=C(C=C1)C(=O)C1=CC(=C(OCCCOC=2C=C3C=NN(C3=CC2)CC(=O)O)C=C1)CCC)C1=CC=CC=C1